5-{2-amino-[1,2,4]triazolo[1,5-a]pyridin-7-yl}-2-methoxy-N-({2-[(4-methylcyclohexyl)methoxy]phenyl}methyl)pyridine-3-carboxamide NC1=NN2C(C=C(C=C2)C=2C=C(C(=NC2)OC)C(=O)NCC2=C(C=CC=C2)OCC2CCC(CC2)C)=N1